5-(octylamino)pentanesulfonic acid C(CCCCCCC)NCCCCCS(=O)(=O)O